B(O)(O)C1CC1 1-boronocyclopropane